CC1=CNC2=NC=C(C=C21)C=2C=C1N(N2)CCC12CN(C2)C(=O)OCC ethyl 2'-(3-methyl-1H-pyrrolo[2,3-b]pyridin-5-yl)-5',6'-dihydrospiro[azetidine-3,4'-pyrrolo[1,2-b]pyrazole]-1-carboxylate